2-(3-chlorophenyl)-N-((1R,2R,4S)-7-cyano-7-azabicyclo[2.2.1]heptan-2-yl)-1,3-thiazole-4-carboxamide ClC=1C=C(C=CC1)C=1SC=C(N1)C(=O)N[C@H]1[C@H]2CC[C@@H](C1)N2C#N